3-(3-methylphenyl)propionic acid CC=1C=C(C=CC1)CCC(=O)O